trifluoroacetyl-fluorine FC(C(=O)F)(F)F